C(#N)C1(CC1)NS(=O)(=O)C1=CC=C2C3=C(N(C2=C1)C=1SC(=NN1)C(F)F)N=CN=C3C3CCC(CC3)O N-(1-cyanocyclopropyl)-9-(5-(difluoromethyl)-1,3,4-thiadiazol-2-yl)-4-(4-hydroxycyclohexyl)-9H-pyrimido[4,5-b]indole-7-sulfonamide